N-(5-(3-chloro-1-methyl-1H-pyrrol-2-yl)-1,3,4-thiadiazol-2-yl)-4-(isopropylamino)-3-methoxy-2-oxo-2H-pyran-6-carboxamide ClC1=C(N(C=C1)C)C1=NN=C(S1)NC(=O)C1=CC(=C(C(O1)=O)OC)NC(C)C